6-(Oxazol-2-yl)pyridine-3-sulfonamide O1C(=NC=C1)C1=CC=C(C=N1)S(=O)(=O)N